(1-(3-(4H-1,2,4-triazol-3-yl)phenyl)-1H-pyrazolo[3,4-b]pyridin-5-yl)-2-isopropoxyethan-1-ol N=1N=C(NC1)C=1C=C(C=CC1)N1N=CC=2C1=NC=C(C2)C(COC(C)C)O